C(CCCCCCCCCCC)OC([C@@H](N)CCCCN)=O lysine n-dodecyl ester